3-(2,4-difluorobenzyl)-1-(4-(pyridin-4-yl)phenyl)pyrrolidin-2-one FC1=C(CC2C(N(CC2)C2=CC=C(C=C2)C2=CC=NC=C2)=O)C=CC(=C1)F